(R)-2-((5-methyl-3-(6-methylpyridin-3-yl)isoxazol-4-yl)methyl)-5-(3-methylpyrrolidin-1-yl)pyridazin-3(2H)-one CC1=C(C(=NO1)C=1C=NC(=CC1)C)CN1N=CC(=CC1=O)N1C[C@@H](CC1)C